ethyl 1-cyclopropylmethyl-3-(4-fluorophenyl)-2,4-dioxo-1,2,3,4-tetrahydropyrimidine-5-carboxylate C1(CC1)CN1C(N(C(C(=C1)C(=O)OCC)=O)C1=CC=C(C=C1)F)=O